BrC1=CC=C2C(=N1)N(N=C2I)C 6-Bromo-3-iodo-1-methyl-pyrazolo[3,4-b]pyridine